4-[(2-cyclopropylphenyl)amino]-2-[(6-methoxy-2-methyl-1,2,3,4-tetrahydroisoquinolin-7-yl)amino]pyrimidine-5-carboxamide C1(CC1)C1=C(C=CC=C1)NC1=NC(=NC=C1C(=O)N)NC1=C(C=C2CCN(CC2=C1)C)OC